C(C1=CC=CC=C1)O[C@H]1[C@H](C(O[C@]1(COCCOCCOCCO)COCC1=CC=CC=C1)O)O (3R,4S,5S)-4-benzyloxy-5-(benzyloxymethyl)-5-[2-[2-(2-hydroxyethoxy)-ethoxy]ethoxy-methyl]tetrahydrofuran-2,3-diol